C1(=CC=CC=C1)[Si](C1C2=CC(=CC=C2C=2C=CC(=CC12)C1=C(C=CC=C1C)C)C1=C(C=CC=C1C)C)(C1C=CC=C1)C1=CC=CC=C1 diphenyl-(cyclopentadienyl)(2,7-bis(2,6-dimethylphenyl)-9-fluorenyl)silicon